O1C(COC2=NC=CC=C21)COC2=NC(N1C(C3=CC=C(C=C3CC1)C#CCN1CCS(CC1)(=O)=O)=C2)=O 2-(2,3-Dihydro-[1,4]dioxino[2,3-b]pyridin-2-ylmethoxy)-9-[3-(1,1-dioxo-thiomorpholin-4-yl)-prop-1-ynyl]-6,7-dihydro-pyrimido[6,1-a]isoquinolin-4-one